chloro-4-methyl-N2-(oxetan-3-yl)pyridine-2,3-diamine ClC=1C(=C(C(=NC1)NC1COC1)N)C